CN(CCC1=C(NC(=C1C(=O)N)C1=CC(=CC=C1)[N+](=O)[O-])C1=CC=C(C=C1)C(F)(F)F)C (2-(dimethylamino)ethyl)-5-(3-nitrophenyl)-2-(4-(trifluoromethyl)phenyl)Azole-4-carboxamide